[2-(4-bromophenyl)-2-oxoethyl]6-(5-methyl-2-oxo-1,3-dihydroimidazol-4-yl)-6-oxohexanoate BrC1=CC=C(C=C1)C(COC(CCCCC(=O)C=1NC(NC1C)=O)=O)=O